CN(C1=NC=CC(=C1)C=1C=CC(=NC1)NC(CN1N=C(C(=C1)C1=CC(=NC=C1)C(F)(F)F)C)=O)C N-[5-[2-(dimethylamino)-4-pyridyl]-2-pyridyl]-2-[3-methyl-4-[2-(trifluoromethyl)-4-pyridyl]pyrazol-1-yl]acetamide